N-((S)-1'-(3-(hydroxymethyl)-5-mercapto-6-methylpyrazin-2-yl)-1,3-dihydrospiro[indene-2,4'-piperidine]-1-yl)-2-methylpropane-2-sulfinamide OCC=1C(=NC(=C(N1)S)C)N1CCC2(CC1)[C@@H](C1=CC=CC=C1C2)NS(=O)C(C)(C)C